(dimethylamino)-2-(4-methylbenzyl)-1-(4-morpholinophenyl)-butan-1-one CN(C)C(C(=O)C1=CC=C(C=C1)N1CCOCC1)(CC)CC1=CC=C(C=C1)C